ClC1=C(C=2N=C(N=C(C2C(=N1)O[C@@H](C)[C@@H]1[C@@H]2CC[C@H](CN1)N2C(=O)OC(C)(C)C)O)SC)F tert-Butyl (1S,2S,5R)-2-((S)-1-((7-chloro-8-fluoro-4-hydroxy-2-(methylthio)pyrido[4,3-d]pyrimidin-5-yl)oxy)ethyl)-3,8-diazabicyclo[3.2.1]octane-8-carboxylate